O1CC(C1)C=1C=C(C=CC1)CN [3-(oxetan-3-yl)phenyl]methylamine